CN1N=CC2=C(C=CC(=C12)C(=O)O)Br methyl-4-bromo-1H-indazole-7-carboxylic acid